3-(2,2,2-trifluoroethyl)indolizin FC(CC1=CC=C2C=CC=CN12)(F)F